FC(C1(CNCCC1)N)F 3-(difluoromethyl)piperidin-3-amine